2-[3-(Ethylsulfonyl)-8-fluoro-5,6,7,8-tetrahydroimidazo[1,2-a]pyridin-2-yl]-3-methyl-6-(trifluoromethyl)-3H-imidazo[4,5-c]pyridine C(C)S(=O)(=O)C1=C(N=C2N1CCCC2F)C2=NC1=C(C=NC(=C1)C(F)(F)F)N2C